O=C1C(=C(C1=O)NC1=C(C(=NC=C1)C(=O)N(C)C)O)NC1CCCCC2=C1OC=C2 4-((3,4-dioxo-2-((5,6,7,8-tetrahydro-4H-cyclohepta[b]furan-8-yl)amino)cyclobut-1-en-1-yl)amino)-3-hydroxy-N,N-dimethylpicolinamide